C1(CCCC1)C=1C(=C(OCOC(=O)C2CCC2)C=CC1)C1=C(C(N(O1)OC(N)=O)(C)C)C.C(C)(C)C=1NC=C(N1)C1CNCCC1 3-(2-isopropyl-1H-imidazol-4-yl)piperidine ((cyclopentyl-(methyl-(carbamoyl)oxy(methyl)-3-methylisoxazol-5-yl)phenoxy)methyl)cyclobutane-1-carboxylate